CC(C(=O)OCC([C@H](C[C@H]1C(NCCC1)=O)NC([C@@H](NC(=O)C=1NC2=CC=CC(=C2C1)OC)CC(C)C)=O)=O)(C)C (3S)-3-{[N-(4-methoxy-1H-indole-2-carbonyl)-L-leucyl]amino}-2-oxo-4-[(3S)-2-oxopiperidin-3-yl]butyl 2,2-dimethylpropanoate